(2R,6aS,12aS)-1,2,6,6a,12,12a-hexahydro-2-isopropenyl-8,9-dimethoxychromeno[3,4-b]furo(2,3-h)chromen-6-one C(=C)(C)[C@H]1CC2=C(C=CC=3C([C@@H]4[C@H](OC23)COC2=CC(=C(C=C24)OC)OC)=O)O1